FC1=CC=C(C=N1)CNOC N-((6-fluoropyridin-3-yl)methyl)-O-methylhydroxylamine